FC1(CCN(CC1)C1=NC(=CC(=C1)C1=NN=C(O1)C1=C(C=C(C=C1)NS(=O)(=O)[C@@H](CO)C)N1CCC2(CC2)CC1)C)F (R)-N-(4-(5-(2-(4,4-Difluoropiperidin-1-yl)-6-methylpyridin-4-yl)-1,3,4-oxadiazol-2-yl)-3-(6-azaspiro[2.5]octan-6-yl)phenyl)-1-hydroxypropane-2-sulfonamide